2-bromo-1-(7-fluoro-1-benzofuran-2-yl)ethan-1-one BrCC(=O)C=1OC2=C(C1)C=CC=C2F